NC1(CCCC1)COC=1C=C(C=C(C1C#N)SC)C1=CN=C2N1C(=C(C=C2)N2CCCC2)C#N 3-(3-((1-Aminocyclopentyl)methoxy)-4-cyano-5-(methylthio)phenyl)-6-(pyrrolidin-1-yl)imidazo[1,2-a]pyridine-5-carbonitrile